4-methyl-4a-phenyloctahydro-2H-benzo[b][1,4]oxazine hydrochloride Cl.CN1C2(C(OCC1)CCCC2)C2=CC=CC=C2